C(CCCCCCCCCCCCC)N1C(=C(C(C2=C(C=C(C=C12)OC)OC1OCCCC1)=O)OC1OCCCC1)C1=CC(=C(C=C1)OC1OCCCC1)OC N-tetradecyl-2-(3-methoxy-4-tetrahydropyranyloxy-phenyl)-7-methoxy-3,5-Di-tetrahydropyranyloxyquinolin-4-one